2-(2-(2-((2-(4-methoxyphenyl)prop-1-en-1-yl)oxy)ethoxy)ethoxy)ethan-1-ol COC1=CC=C(C=C1)C(=COCCOCCOCCO)C